tert-butyl N-(tert-butoxycarbonyl)-N-(5-{5-chloro-1-methylpyrrolo[2,3-c]pyridin-2-yl}-4,6-dimethoxypyrimidin-2-yl)carbamate C(C)(C)(C)OC(=O)N(C(OC(C)(C)C)=O)C1=NC(=C(C(=N1)OC)C1=CC=2C(=CN=C(C2)Cl)N1C)OC